Benzoylchlorid C(C1=CC=CC=C1)(=O)Cl